N-{[4,7,10-Tris(carboxymethyl)-1,4,7,10-tetraazacyclododecan-1-yl]acetyl}-L-methionyl-N1-[2-(2,5-dioxo-2,5-dihydro-1H-pyrrol-1-yl)ethyl]-L-isoleucinamide tetrakis(trifluoroacetate) FC(C(=O)O)(F)F.FC(C(=O)O)(F)F.FC(C(=O)O)(F)F.FC(C(=O)O)(F)F.C(=O)(O)CN1CCN(CCN(CCN(CC1)CC(=O)O)CC(=O)O)CC(=O)N[C@@H](CCSC)C(=O)N[C@@H]([C@@H](C)CC)C(=O)NCCN1C(C=CC1=O)=O